3-fluoro-5-{2-[2-(naphthalene-1-sulfonamido)phenyl]ethynyl}pyridine-2-carboxylic acid FC=1C(=NC=C(C1)C#CC1=C(C=CC=C1)NS(=O)(=O)C1=CC=CC2=CC=CC=C12)C(=O)O